3-(methylsulfinyl)azetidine CS(=O)C1CNC1